CC1(C[C@@H](N1)[C@H](O)C1=CC(=CC=C1)Cl)C (R)-[(R)-4,4-dimethyl-2-azetidInyl](m-chlorophenyl)methanol